FC(OC1=NC=CC(=C1)CNC(=O)NC1COC2(CCC2)CC1)F 1-[[2-(difluoromethoxy)pyridin-4-yl]methyl]-3-(5-oxaspiro[3.5]nonan-7-yl)urea